FC(C1=C([C@@H](C2=CC=C(C=C2)Cl)OC2CN(C2)C(=O)NC(C)(C)C)C=CC=C1)(F)F 3-[(R)-2-(trifluoromethyl)-4'-chlorobenzhydryloxy]-N-(tert-butyl)azetidine-1-carboxamide